CN1C(=CC(=C1)B1OC(C(O1)(C)C)(C)C)C#N 1-methyl-4-(4,4,5,5-tetramethyl-1,3,2-dioxaborolan-2-yl)-1H-pyrrole-2-carbonitrile